C(C)(C)(C)OC(=O)NCC=1C(N(C=CC1)C1=NC=C(C=C1)OC)=O N-tert-butyloxycarbonyl-5'-methoxy-2-oxo-2H-[1,2'-bipyridine]-3-methylamine